(R)-N-ethyl-N-((R)-1-(5-methoxy-4-(4-oxo-4H-pyran-2-yl)pyridin-2-yl)ethyl)-2-methylpropan-2-sulfinamide C(C)N([S@](=O)C(C)(C)C)[C@H](C)C1=NC=C(C(=C1)C=1OC=CC(C1)=O)OC